CC=1C=C2C=NN(C2=CC1)C1OCCCC1 5-methyl-1-(tetrahydro-2H-pyran-2-yl)-1H-indazol